3-(2-oxoethoxy)azetidine-1-carboxylic acid tert-butyl ester C(C)(C)(C)OC(=O)N1CC(C1)OCC=O